DL-thyronine N[C@@H](CC1=CC=C(C=C1)OC1=CC=C(C=C1)O)C(=O)O |r|